2-bromo-6-fluoro-4-methoxyphenol BrC1=C(C(=CC(=C1)OC)F)O